5-(1-((endo)-2-azabicyclo[2.1.1]hexan-5-yl)-8-(2-cyanoethyl)-2-ethyl-6-fluoro-7-(3-hydroxynaphthalen-1-yl)-1H-imidazo[4,5-c]quinolin-4-yl)-N-methylpicolinamide C12NCC(C1N1C(=NC=3C(=NC=4C(=C(C(=CC4C31)CCC#N)C3=CC(=CC1=CC=CC=C31)O)F)C=3C=CC(=NC3)C(=O)NC)CC)C2